2-methoxyethyl (1S,2R,5R)-2-(hydroxy-carbamoyl)-3-((4-((2-(trifluoro-methyl)pyridin-4-yl)oxy)-piperidin-1-yl)-sulfonyl)-3,8-diazabicyclo-[3.2.1]octane-8-carboxylate ONC(=O)[C@H]1[C@@H]2CC[C@H](CN1S(=O)(=O)N1CCC(CC1)OC1=CC(=NC=C1)C(F)(F)F)N2C(=O)OCCOC